C(C)(C)(C)C=1C=C(C=C(C1O)C(C)(C)C)CCC(=O)OCCCCCCCCCCCCCCCCCC Stearyl 3-(3,5-Di-tert-butyl-4-hydroxyphenyl)propionate